4-((3-(4-(((1R,4R)-4-(2-oxa-6-azaspiro[3.3]heptan-6-yl)cyclohexyl)amino)-1-(2,2,2-trifluoroethyl)-1H-indol-2-yl)prop-2-yn-1-yl)amino)-3-methoxybenzoic acid C1OCC12CN(C2)C2CCC(CC2)NC2=C1C=C(N(C1=CC=C2)CC(F)(F)F)C#CCNC2=C(C=C(C(=O)O)C=C2)OC